7-(7-(5,6-dimethyl-1H-indazol-4-yl)-2-((hexahydro-1H-pyrrolizin-7a-yl)methoxy)-5,6,7,8-tetrahydropyrido[3,4-d]pyrimidin-4-yl)-2-thia-1,3,7-triazaspiro[4.5]decane 2,2-dioxide CC=1C(=C2C=NNC2=CC1C)N1CC=2N=C(N=C(C2CC1)N1CC2(CNS(N2)(=O)=O)CCC1)OCC12CCCN2CCC1